1-({3,4-difluoro-2-[(2-fluoro-4-iodophenyl)amino]Phenyl}carbonyl)-3-{[(2-hydroxyethyl)oxy]Methyl}azetidin-3-ol FC=1C(=C(C=CC1F)C(=O)N1CC(C1)(O)COCCO)NC1=C(C=C(C=C1)I)F